C1(C=CC=CC1(O)C=O)C cresol-1-formaldehyde